C(C)(C)(C)N(S(=O)(=O)C1(CC1)COC=1N=CC=C2C=C(C(N(C12)C)=O)C(=O)NCC1=CC=C(C=C1)C#N)C 8-((1-(N-(tert-butyl)-N-methylsulfamoyl)cyclopropyl)methoxy)-N-(4-cyanobenzyl)-1-methyl-2-oxo-1,2-dihydro-1,7-naphthyridine-3-carboxamide